NC1=NC2=C(N1)C(=CC=C2C(=O)N2CCC=1N(N=C3CCN(C[C@H]2C13)C(C=C)=O)C1=CC=C(C=C1)C(C)C)Br |r| (rac)-1-(5-(2-amino-7-bromo-1H-benzo[d]imidazole-4-carbonyl)-2-(4-isopropylphenyl)-2,3,4,5,5a,6,8,9-octahydro-7H-1,2,5,7-tetraazabenzo[cd]azulen-7-yl)prop-2-en-1-one